2-(1-(4-amino-3-(2,3-difluoro-4-methoxyphenyl)-1H-pyrazolo[3,4-d]pyrimidin-1-yl)ethyl)-5-chloro-3-phenylquinazolin NC1=C2C(=NC=N1)N(N=C2C2=C(C(=C(C=C2)OC)F)F)C(C)C2N=C1C=CC=C(C1=CN2C2=CC=CC=C2)Cl